COC(=O)C=1[C@]2(C3=C(N(C1N)C1=CC=CC=C1)C(N(C3=O)CC(C)C)=O)C(NC3=C(C=CC=C32)Cl)=O (S)-Methyl-2'-amino-6'-isobutyl-7-chloro-2,5',7'-trioxo-1'-phenyl-1',5',6',7'-tetrahydrospiro[indoline-3,4'-pyrrolo[3,4-b]-pyridine]-3'-carboxylate